5-(3,5-difluorophenyl)-7-(2-(5-fluoro-1H-indol-3-yl)ethoxy)thiazolo[5,4-d]pyrimidine FC=1C=C(C=C(C1)F)C=1N=C(C2=C(N1)SC=N2)OCCC2=CNC1=CC=C(C=C21)F